BrC1=NN(C2=NC=NC(=C21)N)C2=CC=CC=C2 3-bromo-1-phenyl-1H-pyrazolo[3,4-d]pyrimidin-4-amine